OC1=C(C=CC(=C1)N(C1CCNCC1)C)N1N=C2C(=C1)CN(C2)C(=O)N 2-(2-hydroxy-4-(methyl-(piperidin-4-yl)amino)-phenyl)-2,6-dihydro-pyrrolo[3,4-c]pyrazole-5(4H)-carboxamide